1-(6-Isopropoxypyridin-3-yl)ethan-1-one tert-butyl-3-[2-cyclopropyl-5-hydroxy-6-(3-nitrophenyl)-3-oxopyridazin-4-yl]-2-methyl-3-oxopropanoate C(C)(C)(C)OC(C(C(=O)C=1C(N(N=C(C1O)C1=CC(=CC=C1)[N+](=O)[O-])C1CC1)=O)C)=O.C(C)(C)OC1=CC=C(C=N1)C(C)=O